Benzyl {(3R,6S)-6-[(2-methoxyethyl)carbamoyl]tetrahydro-2H-pyran-3-yl}carbamate COCCNC(=O)[C@@H]1CC[C@H](CO1)NC(OCC1=CC=CC=C1)=O